3,5-dichloro-6,7,8-tribromoquinoline ClC=1C=NC2=C(C(=C(C(=C2C1)Cl)Br)Br)Br